C[Si](C#CC1=CC=C(C=C1)O)(C)C 4-[2-(trimethylsilyl)ethynyl]Phenol